(+)-1-[2-[3,3a,4,5,6,6a-hexahydro-2H-cyclopenta[b]pyrrol-1-yl]-2-oxoethyl]-4-chloro-5-fluoro-1'-(1H-pyrazolo[4,3-b]pyridine-5-carbonyl)spiro[indole-3,4'-piperidin]-2-one N1(C2C(CC1)CCC2)C(CN2C(C1(CCN(CC1)C(=O)C1=CC=C3C(=N1)C=NN3)C3=C(C(=CC=C23)F)Cl)=O)=O